tert-butyl (2R,3R)-3-((RS)-4-benzyl-2-(trifluoromethyl)piperazin-1-yl)-2-methyl-azetidine-1-carboxylate C(C1=CC=CC=C1)N1C[C@@H](N(CC1)[C@H]1[C@H](N(C1)C(=O)OC(C)(C)C)C)C(F)(F)F |&1:9|